(E)-2-methoxy-4-(3-((3-methylbut-2-en-1-yl)oxy)-5-(trifluoromethyl)styryl)phenol COC1=C(C=CC(=C1)\C=C\C1=CC(=CC(=C1)C(F)(F)F)OCC=C(C)C)O